ClC1=NC=CC(=C1)CCOC1OCCCC1 2-chloro-4-(2-((tetrahydro-2H-pyran-2-yl)oxy)ethyl)pyridine